N-(2-amino-2-methylpropyl)-6-(3-cyano-1H-indol-2-yl)pyrazine-2-carboxamide NC(CNC(=O)C1=NC(=CN=C1)C=1NC2=CC=CC=C2C1C#N)(C)C